(3R)-1-(7-(1H-benzo[f]indazol-4-yl)-8-fluoro-2-(((2R,7aS)-2-fluorohexahydro-1H-pyrrolizin-7a-yl)methoxy)pyrido[4,3-d]pyrimidin-4-yl)-3-methylpiperidin-3-ol N1N=CC2=C(C3=C(C=C12)C=CC=C3)C3=C(C=1N=C(N=C(C1C=N3)N3C[C@@](CCC3)(O)C)OC[C@]31CCCN1C[C@@H](C3)F)F